6-bromo-2-[4-deuterio-4-[[6-oxo-5-(trifluoromethyl)-1-(2-trimethylsilylethoxymethyl)pyridazin-4-yl]amino]pentyl]-7,8-difluoro-isoquinolin-1-one BrC=1C=C2C=CN(C(C2=C(C1F)F)=O)CCCC(C)(NC=1C=NN(C(C1C(F)(F)F)=O)COCC[Si](C)(C)C)[2H]